BrC1=CN=C(N1CC1=C(C=CC=C1)OC)C1=CC=C(C=C1)C(F)(F)F 5-bromo-1-(2-methoxybenzyl)-2-(4-(trifluoromethyl)phenyl)-1H-imidazole